FC1(CN(CCC1C1=CC=C(NC2C(NCCC2)=O)C=C1)CC1=CSC=2CNCCC21)F 3-[4-[3,3-difluoro-1-(4,5,6,7-tetrahydrothieno[2,3-c]pyridin-3-ylmethyl)-4-piperidinyl]anilino]piperidin-2-one